CCCCCCCCCCCCCCCCCC(=O)O[C@H](CO)COP(=O)([O-])OCC[N+](C)(C)C The molecule is a lysophosphatidylcholine 18:0 in which the acyl group is specified as stearoyl (octadecanoyl) and is located at position 2. It has a role as a human metabolite. It derives from an octadecanoic acid.